(S)-5-(1-(piperazin-1-yl)ethyl)benzo[d]Thiazole N1(CCNCC1)[C@@H](C)C=1C=CC2=C(N=CS2)C1